(3S)-tetrahydro-3-furancarboxylic acid O1C[C@H](CC1)C(=O)O